6-((2H-spiro[benzofuran-3,1'-cyclopropane]-4-yl)oxy)pyridin-3-amine C12(CC1)COC1=C2C(=CC=C1)OC1=CC=C(C=N1)N